(S)-2-((4-(6-((2-ethylpyrazolo[1,5-a]pyridin-6-yl)methoxy)pyridin-2-yl)pyridin-1-yl)methyl)-1-((oxetan-2-yl)methyl)-1H-benzo[d]imidazole-6-carboxylate C(C)C1=NN2C(C=CC(=C2)COC2=CC=CC(=N2)C2=CCN(C=C2)CC2=NC3=C(N2C[C@H]2OCC2)C=C(C=C3)C(=O)[O-])=C1